2-[(2E)-2-(aminomethyl)-3-fluoroprop-2-en-1-yl]-4-[4'-(morpholin-4-ylcarbonyl)biphenyl-3-yl]-2,4-dihydro-3H-1,2,4-triazol-3-one hydrochloride Cl.NC/C(/CN1N=CN(C1=O)C=1C=C(C=CC1)C1=CC=C(C=C1)C(=O)N1CCOCC1)=C\F